OC(COCC1NCC2=CC=CC=C12)C(N1CC=2N(CC1)C1=C(N2)C=C(C=N1)C(F)(F)F)=O 1-((2-hydroxy-3-oxo-3-(3-(trifluoromethyl)-8,9-dihydropyrido[3',2':4,5]imidazo[1,2-a]pyrazin-7(6H)-yl)propoxy)methyl)isoindolin